trans-rac-4-methyl-3-(2-methylazetidin-3-yl)-4H-1,2,4-triazole trifluoroacetate FC(C(=O)O)(F)F.CN1C(=NN=C1)[C@H]1[C@@H](NC1)C |r|